8-(2,6-Dimethylpyridin-4-yl)-7-(4-fluorophenyl)-[1,2,4]triazolo[4,3-c]pyrimidin-5-amine CC1=NC(=CC(=C1)C=1C=2N(C(=NC1C1=CC=C(C=C1)F)N)C=NN2)C